C(C)C1(N(CCCC1NS(=O)(=O)CC)C(=O)O)CO[C@@H]1CC[C@@H](CC1)C(C)C.C(C)(C)(C)C=1C(=C(C(=NC1)F)NC(O)=O)I.C1(C(O)C=CC(CC=C)=C1)OC DihydroEugenol (tert-butyl-2-fluoro-4-iodopyridin-3-yl)carbamate ethyl-3-((ethylsulfonyl)amino)-2-(((cis-4-isopropylcyclohexyl)oxy)methyl)-piperidine-1-carboxylate